C(#C)C1=CC=C(C=C1)[C@H](C)NC(=O)[C@H]1NC[C@@H](C1)O (2S,4R)-N-[(1S)-1-(4-ethynylphenyl)ethyl]-4-hydroxy-pyrrolidine-2-carboxamide